S-1-pyrroline-5-carboxylate C1C[C@H](N=C1)C(=O)[O-]